C(CC#C)C1(CN=CC=C1)N1N=CNN=C1 3-(but-3-yn-1-yl)-3-pyridyl-1,4-dihydro-1,2,4,5-tetrazine